FC1=C(C=CC=C1C(F)(F)F)C(=O)N fluoro-3-(trifluoromethyl)benzene-1-carboxamide